2-bromo-5-(6-((5-fluoro-6-methoxypyridin-3-yl)methyl)-3,6-diazabicyclo[3.1.1]heptan-3-yl)-1,3,4-thiadiazole BrC=1SC(=NN1)N1CC2N(C(C1)C2)CC=2C=NC(=C(C2)F)OC